P(=O)(OC[C@H]1O[C@@]([C@@H]([C@@H]1O)O)(C#N)C1=CC=C2C(=NC=NN21)N)(OCCCSCCCCCCCCCCCCCC)O [(2R,3S,4R,5R)-5-(4-aminopyrrolo[2,1-f][1,2,4]triazin-7-yl)-5-cyano-3,4-dihydroxy-tetrahydrofuran-2-yl]methyl 3-tetradecylsulfanylpropyl hydrogen phosphate